C(=O)O.Cl.FC(C(=O)O)(F)F 2,2,2-trifluoroacetic acid hydrochloride formate